5-(2-chloro-3-methyl-phenyl)-N-(4-cyano-2-fluoro-phenyl)-1H-pyrrole-3-sulfonamide ClC1=C(C=CC=C1C)C1=CC(=CN1)S(=O)(=O)NC1=C(C=C(C=C1)C#N)F